O[C@H]1CNCC[C@@H]1CNC1=NC=2N(C=C1)N=CC2C#N 5-((((3R,4R)-3-hydroxypiperidin-4-yl)methyl)amino)pyrazolo[1,5-a]pyrimidine-3-carbonitrile